(S)-2-(6-(2-(1H-indol-3-yl)ethylamino)-2-(5-fluoropyridin-3-yl)-9H-purin-9-yl)propan-ol N1C=C(C2=CC=CC=C12)CCNC1=C2N=CN(C2=NC(=N1)C=1C=NC=C(C1)F)[C@H](CO)C